4-{[2-{[(1S)-1-(4-chlorophenyl)ethyl]amino}-7-oxopyrido[2,3-d]pyrimidin-8(7H)-yl]methyl}benzonitrile ClC1=CC=C(C=C1)[C@H](C)NC=1N=CC2=C(N1)N(C(C=C2)=O)CC2=CC=C(C#N)C=C2